3,3,5-trimethyl-5-isocyanatomethylcyclohexan CC1(CCCC(C1)(CN=C=O)C)C